ClCC1=CC=CC(=N1)C(C)=O 1-(6-(chloromethyl)pyridin-2-yl)ethan-1-one